8-((4-ethynyltetrahydro-2H-pyran-4-yl)oxy)quinoline Ethyl-2',4-dioxo-1',2'-dihydrospiro[cyclohexane-1,3'-pyrrolo[2,3-b]pyridine]-3-carboxylate C(C)OC(=O)C1CC2(C(NC3=NC=CC=C32)=O)CCC1=O.C(#C)C1(CCOCC1)OC=1C=CC=C3C=CC=NC13